C(=O)O.NC=1C=2N(C=CN1)C(=NC2C2=CC(=C(C=C2)NC(=O)NC2=CC(=C(C=C2)CN2CCN(CC2)C)C(F)(F)F)F)C2CC(C2)(C)O 1-(4-(8-amino-3-((1s,3s)-3-hydroxy-3-methylcyclobutyl)imidazo[1,5-a]pyrazin-1-yl)-2-fluorophenyl)-3-(4-((4-methylpiperazin-1-yl)methyl)-3-(trifluoromethyl)phenyl)urea formate